1-[trans-4-(pyridin-2-yloxy)cyclohexyl]-8-(trifluoromethyl)-4H-[1,2,4]triazolo[4,3-a][1]benzazepine-5(6H)-one N1=C(C=CC=C1)O[C@@H]1CC[C@H](CC1)C1=NN=C2N1C1=C(CC(C2)=O)C=C(C=C1)C(F)(F)F